BrC1=CC=CN2C=C(C=C12)S(=O)(=O)CC 8-Bromo-2-(ethylsulfonyl)indolizin